ethyl 5-bromo-1-((2-(trimethylsilyl)ethoxy)methyl)-1H-pyrazole-4-carboxylate BrC1=C(C=NN1COCC[Si](C)(C)C)C(=O)OCC